2-methoxy-5-[(E)-2-methoxyvinyl]Pyridine COC1=NC=C(C=C1)\C=C\OC